(1s,4s)-4-((5-(3-(difluoromethyl)-8-fluoroimidazo[1,2-a]pyridin-6-yl)-6-fluoro-4-methoxypyrrolo[2,1-f][1,2,4]triazin-2-yl)amino)-1-methylcyclohexan-1-ol FC(C1=CN=C2N1C=C(C=C2F)C=2C(=CN1N=C(N=C(C12)OC)NC1CCC(CC1)(O)C)F)F